[N+](=[N-])=CC(CC[C@@H](C(=O)OC1=CC=CC=C1)NC([C@H](C)OC)=O)=O phenyl (S)-6-diazo-2-((S)-2-methoxypropanamido)-5-oxohexanoate